2-[1-[(3-chlorophenyl)methyl]-5-oxopyrrolidin-2-yl]-N-(difluoromethylsulfonyl)acetamide ClC=1C=C(C=CC1)CN1C(CCC1=O)CC(=O)NS(=O)(=O)C(F)F